FC(C1=NC=CC(=C1)OC1CC2(CC1)CCN(CC2)C(=O)OC(C)(C)C)(F)F tert-butyl 2-((2-(trifluoromethyl)pyridin-4-yl)oxy)-8-azaspiro[4.5]decane-8-carboxylate